N1=CC=C(C2=CC=CC=C12)S(=O)[O-].[Na+] Sodium quinoline-4-sulfinate